CC1(CN(C2=CC=CC=C12)CCCCCCCCCCCCCCCCCC)C 3,3-dimethyl-1-octadecylindole